(((2R,5S)-2-Ethyl-5-methylpiperazin-1-yl)(4-fluorophenyl)methyl)benzonitrile hydrochloride Cl.C(C)[C@H]1N(C[C@@H](NC1)C)C(C1=CC=C(C=C1)F)C1=C(C#N)C=CC=C1